(S)-6'-chloro-5-(hex-5-en-1-yl)-3',4,4',5-tetrahydro-2H,2'H-spiro[benzo[b][1,4]oxazepine-3,1'-naphthalene]-7-carboxylic acid ClC=1C=C2CCC[C@]3(C2=CC1)CN(C1=C(OC3)C=CC(=C1)C(=O)O)CCCCC=C